[Si](C1=CC=CC=C1)(C1=CC=CC=C1)(C(C)(C)C)OCCCCCCCC 8-((tert-butyldiphenylsilyl)oxy)octan